5-methoxy-4-(3-(1-methyl-1H-pyrazol-3-yl)phenyl)-6-(pyridin-4-ylamino)pyrimidin-2-ol COC=1C(=NC(=NC1NC1=CC=NC=C1)O)C1=CC(=CC=C1)C1=NN(C=C1)C